tert-butyl (1R,5S)-3-(6-chloro-8-fluoro-7-(3-hydroxynaphthalen-1-yl)-2-(((S)-1-methylpyrrolidin-2-yl)methoxy)quinazolin-4-yl)-3,8-diazabicyclo[3.2.1]octane-8-carboxylate ClC=1C=C2C(=NC(=NC2=C(C1C1=CC(=CC2=CC=CC=C12)O)F)OC[C@H]1N(CCC1)C)N1C[C@H]2CC[C@@H](C1)N2C(=O)OC(C)(C)C